3-Butyl-7-(dimethylamino)-8-hydroxy-2-(4-methoxybenzyl)-3-methyl-5-phenyl-2,3,4,5-tetrahydro-1,2,5-benzothiadiazepine 1,1-dioxide C(CCC)C1(N(S(C2=C(N(C1)C1=CC=CC=C1)C=C(C(=C2)O)N(C)C)(=O)=O)CC2=CC=C(C=C2)OC)C